NC1=CC=CC(=N1)CN(C)CC=1C=C(C(=C(C1)NC1=C(N=NC(=C1)Cl)C(=O)OC)OC)C1=NN(C=N1)C Methyl 4-((5-((((6-aminopyridin-2-yl) methyl) (methyl) amino) methyl)-2-methoxy-3-(1-methyl-1H-1,2,4-triazol-3-yl) phenyl) amino)-6-chloropyridazine-3-carboxylate